cis-phenylphosphinothiophene C1(=CC=CC=C1)PC=1SC=CC1